BrC=1C=C(C=CC1)[C@@H](C)NC=1C2=C(N=C(N1)C)C=NC(=N2)N2CCOCC2 N-[(1R)-1-(3-bromophenyl)ethyl]-2-methyl-6-(morpholin-4-yl)pyrimido[5,4-d]pyrimidin-4-amine